(R,E)-2-cyano-N-(1-(3,4-dimethoxyphenyl)ethyl)-3-(5-(2-(piperidin-1-ylmethyl)phenyl)-1H-pyrrolo[2,3-b]pyridin-3-yl)acrylamide C(#N)/C(/C(=O)N[C@H](C)C1=CC(=C(C=C1)OC)OC)=C\C1=CNC2=NC=C(C=C21)C2=C(C=CC=C2)CN2CCCCC2